C(C)OCCC(C)=NC1=CC=NN1CC1=CC=C(C=C1)OC 1-ethoxy-3-((1-(4-methoxybenzyl)-1H-pyrazol-5-yl)imino)butan